1-[3-(1-hydroxyethyl)-6-[5-[(6-methyl-4-methylsulfonyl-pyridazin-3-yl)amino]-benzimidazol-1-yl]-2-pyridyl]-5-methyl-pyrazole-3-carbonitrile OC(C)C=1C(=NC(=CC1)N1C=NC2=C1C=CC(=C2)NC=2N=NC(=CC2S(=O)(=O)C)C)N2N=C(C=C2C)C#N